[2-(3-chlorophenyl)oxetan-2-yl]methanamine ClC=1C=C(C=CC1)C1(OCC1)CN